4-(7-(pyridin-3-yl)-4-(2-(tetrahydrofuran-2-yl)ethoxy)-6,7-dihydro-5H-pyrrolo[2,3-d]pyrimidin-2-yl)morpholine N1=CC(=CC=C1)N1CCC2=C1N=C(N=C2OCCC2OCCC2)N2CCOCC2